Cl.FC(C=1C(=C(C=CC1)[C@@H](C)N)F)F (1R)-1-[3-(difluoromethyl)-2-Fluorophenyl]ethylamine hydrochloride